[N+](=O)([O-])C1=CC=C(OP(=O)(OC2=CC=CC=C2)N[C@H](C(=O)OCC)CC2=CC=CC=C2)C=C1 (2S)-ethyl 2-(((4-nitrophenoxy)(phenoxy)phosphoryl)amino)-3-phenylpropanoate